C(C)(=O)N1[C@@H](CNCC1)C1=CC(=NC(=C1)Cl)C1=CC(=NC=N1)C(=O)NC (R)-6-(4-(1-acetylpiperazin-2-yl)-6-chloropyridin-2-yl)-N-methylpyrimidine-4-carboxamide